ClC1=C(CN2C(N([C@H](C3=CC=C(C=C23)C(=O)NCC2=C(C(=CC=C2)O)F)C)C)=O)C(=CC=C1)F (S)-1-(2-chloro-6-fluorobenzyl)-N-(2-fluoro-3-hydroxybenzyl)-3,4-dimethyl-2-oxo-1,2,3,4-tetrahydro-quinazoline-7-carboxamide